O=C1NC(CCC1N1C(C2=CC=C(C=C2C1)CN(C1CCN(CC1)C1=CC(=C(C=C1)NC1=NC=C(C(=C1)NC1=C(C(=O)NC)C=CC=C1)C(F)(F)F)OC)C)=O)=O 2-((2-((4-(4-(((2-(2,6-dioxopiperidin-3-yl)-1-oxoisoindolin-5-yl)methyl)(methyl)amino)piperidin-1-yl)-2-methoxyphenyl)amino)-5-(trifluoromethyl)pyridin-4-yl)amino)-N-methylbenzamide